NC1CC2CCC(C1)N2C=2N(C(C1=C(N2)NC=C1C1=C(C2=C(N=C(O2)C)C=C1)Cl)=O)C 2-(Endo-3-amino-8-azabicyclo[3.2.1]oct-8-yl)-5-(7-chloro-2-methylbenzo[d]oxazol-6-yl)-3-methyl-3,7-dihydro-4H-pyrrolo[2,3-d]pyrimidin-4-one